5-(4-ethylpiperazin-1-yl)-1H-pyrrolo[3,2-B]pyridin-3-amine C(C)N1CCN(CC1)C1=CC=C2C(=N1)C(=CN2)N